cyclooct-2-en-1-yl-benzylcarbamate C1(C=CCCCCC1)OC(NCC1=CC=CC=C1)=O